CC1N(C1)CCC(=O)OCCOC(CCN1C(C1)C)=O ethylene glycol bis[3-(2-methyl-1-aziridinyl) propionate]